BrC1=CC=C2C(OC(C2=C1)=O)CC1=C(C=C(C=C1)OC(F)(F)F)Cl 6-bromo-3-(2-chloro-4-(trifluoromethoxy)benzyl)isobenzofuran-1(3H)-one